4-((2'-chloro-3'-(trifluoromethoxy)-[1,1'-biphenyl]-4-yl)thio)-1H-1,2,3-triazole-5-carboxylic acid ClC1=C(C=CC=C1OC(F)(F)F)C1=CC=C(C=C1)SC=1N=NNC1C(=O)O